6-chloro-5'-(3-chlorophenyl)-2'-(2,4-dimethoxypyrimidin-5-yl)-3'-isopropyl-3'H-spiro[indoline-3,4'-pyrrolo[3,4-d]imidazole]-2,6'(5'H)-dione ClC1=CC=C2C(=C1)NC(C21N(C(C=2N=C(N(C21)C(C)C)C=2C(=NC(=NC2)OC)OC)=O)C2=CC(=CC=C2)Cl)=O